(1S,3S)-3-((5-fluoro-6-(5-((isobutoxycarbonyl)amino)-1-methyl-1H-1,2,3-triazol-4-yl)-2-methylpyridin-3-yl)oxy)cyclohexane-1-carboxylic acid FC=1C=C(C(=NC1C=1N=NN(C1NC(=O)OCC(C)C)C)C)O[C@@H]1C[C@H](CCC1)C(=O)O